C(C)C=1C(NC=2C=C(C=NC2C1)CN1CC=2C(CC1)=NN(C2)C=2C=CC(=NC2)C(=O)NC)=O 5-(5-((7-ethyl-6-oxo-5,6-dihydro-1,5-naphthyridin-3-yl)methyl)-4,5,6,7-tetrahydro-2H-pyrazolo[4,3-c]pyridin-2-yl)-N-methylpyridinecarboxamide